(2R,3S,4S,5R)-3-(3,4-difluoro-2-methoxyphenyl)-4,5-dimethyl-5-(trifluoromethyl)tetrahydrofuran-2-carboxylic acid ethyl ester C(C)OC(=O)[C@@H]1O[C@]([C@H]([C@H]1C1=C(C(=C(C=C1)F)F)OC)C)(C(F)(F)F)C